(S)-1-(Methyl-d3)-4-(pyrrolidin-3-yl)piperazine C(N1CCN(CC1)[C@@H]1CNCC1)([2H])([2H])[2H]